ClC=1C=C2C(=NC1)NC=C2CC=2C=CC(=NC2)N 5-((5-chloro-1H-pyrrolo[2,3-b]pyridin-3-yl)methyl)pyridin-2-amine